2-methyl-nonanoic acid methyl ester COC(C(CCCCCCC)C)=O